(4-methoxy-3-(trifluoromethyl)phenyl)boronic acid COC1=C(C=C(C=C1)B(O)O)C(F)(F)F